ClC=1N=C(C2=C(N1)CN(C2)C(=O)N2CCOCC2)NC(C)C=2C=C(C=CC2)C2(CN(C2)C(=O)OC(C)(C)C)F tert-butyl 3-[3-[1-[[2-chloro-6-(morpholine-4-carbonyl)-5,7-dihydropyrrolo[3,4-d]pyrimidin-4-yl]amino]ethyl]phenyl]-3-fluoro-azetidine-1-carboxylate